N1C=CN2C1=C(C=1C=CC=CC21)C#N 1H-imidazo[1,2-a]indole-9-carbonitrile